C(C)(C)(C)OC(=O)N[C@H](C(=O)O)CC1=CC(=CC=C1)C=1C=C2C(=C(NC2=CC1)I)CC(CO)(C)C (S)-2-((tert-butoxycarbonyl)amino)-3-(3-(3-(3-hydroxy-2,2-dimethylpropyl)-2-iodo-1H-indol-5-yl)phenyl)propionic acid